4-(methylamino)piperidin CNC1CCNCC1